CC1=CC(OC2=C(C(=CC=C12)O)C(\C=C\[C-]1C=CC=C1)=O)=O.[CH-]1C=CC=C1.[Fe+2] (E)-4-methyl-7-hydroxy-8-(3-(ferrocenyl)propenoyl)coumarin